N1N=CC2=C(C=CC=C12)C1=CN(C2=NC=C(C=C21)C2=CC=C(CN1CC(CCC1)O)C=C2)S(=O)(=O)C2=CC=C(C)C=C2 1-(4-(3-(1H-indazol-4-yl)-1-tosyl-1H-pyrrolo[2,3-b]pyridin-5-yl)benzyl)piperidin-3-ol